disodium [4-(methylthio)phenylthio]-methanebisphosphonate CSC1=CC=C(C=C1)SC(P([O-])(=O)[O-])P(O)(=O)O.[Na+].[Na+]